C(=O)(O)CC=1C(NC(NC1)=O)=O 5-(carboxymethyl)-uracil